Nα-methylhistamine dihydrochloride Cl.Cl.CNCCC1=CNC=N1